C(C1=CC=CC=C1)OC(=O)NC(C=1OC2=C(N1)C=C(C=C2)CC2(C(N[C@@H](C2)C(F)(F)F)=O)C(=O)OC)C2CCC(CC2)(F)F Methyl (5S)-3-((2-((((benzyloxy)carbonyl)amino)(4,4-difluorocyclohexyl)methyl)-benzo[d]oxazol-5-yl)methyl)-2-oxo-5-(trifluoromethyl)pyrrolidine-3-carboxylate